C(C)(C)(C)OC(NC1=C2CN(C(C2=CC=C1)=O)C1C(N(C(CC1)=O)C)=O)=O tert-butyl(2-(1-methyl-2,6-dioxopiperidin-3-yl)-1-oxoisoindolin-4-yl)carbamate